C1(=CC(=CC=C1)N(C1=CC=C2C=CC=3C(=CC=C4C=CC1=C2C34)N(C=3C=C(C=CC3)C)C=3C=C(C=CC3)C)C=3C=C(C=CC3)C)C N1,N1,N6,N6-tetra-m-tolylpyrene-1,6-diamine